2-Ethoxy-N-phenethyl-1H-benzo[d]imidazole-1-carboxamide C(C)OC1=NC2=C(N1C(=O)NCCC1=CC=CC=C1)C=CC=C2